C(C=C)(=O)OCCC[SiH2]C(I)I acryloxypropyl-diiodomethylsilane